CC1(C(C1C(=O)[O-])C(=O)[O-])C 3,3-dimethylcyclopropane-1,2-diformate